2-(3-(2-(2-Aminoethoxy)ethoxy)propanamido)-N-(5-cyanopyridin-2-yl)benzamide NCCOCCOCCC(=O)NC1=C(C(=O)NC2=NC=C(C=C2)C#N)C=CC=C1